1,1-dimethyl-benzene CC1(CC=CC=C1)C